C(C)N1CCC(CC1)N1CCN(CC1)C1CCN(CC1)C1=C(C=NC2=CC=C(C=C12)S(=O)C)S(=O)(=O)C1=CC(=C(C=C1)OCCCCCCCCCCCCCCCCCCCC)F 4-(4-(4-(1-ethylpiperidin-4-yl)piperazin-1-yl)piperidin-1-yl)-3-((3-fluoro-4-(icosyloxy)phenyl)sulfonyl)-6-(methylsulfinyl)quinoline